ClC=1SC(=CC1CCN(C(=N)N)CCCO)Cl [2-(2,5-dichlorothiophen-3-yl)ethyl]-N-(3-hydroxypropyl)guanidine